BrC1=CC=C(C(=O)NC2=C(C(=CC=C2)C(C)C)CC(=O)O)C=C1 2-[2-(4-bromobenzoylamino)-6-(prop-2-yl)phenyl]Acetic acid